3-(3-((1-Aminocyclopentyl)methoxy)-4-cyano-5-methoxyphenyl)-6-(dimethylamino)imidazo[1,2-a]pyridine-5-carbonitrile NC1(CCCC1)COC=1C=C(C=C(C1C#N)OC)C1=CN=C2N1C(=C(C=C2)N(C)C)C#N